4-((5-methyloxazol-2-yl)oxy)benzonitrile CC1=CN=C(O1)OC1=CC=C(C#N)C=C1